1-(3-benzyloxyphenoxy)-2-bromo-4-(bromomethyl)benzene C(C1=CC=CC=C1)OC=1C=C(OC2=C(C=C(C=C2)CBr)Br)C=CC1